C(CCCC)[O-] n-pentanolate